C(C)(C)C1=C(C=C(C=C1)OC)N1/C(/SCC1=O)=N/C(=O)NOCC1=CC=C(C=C1)C1=NN(C=N1)C1=CC=C(C=C1)OC(F)(F)F (Z)-1-(3-(2-isopropyl-5-methoxyphenyl)-4-oxothiazolidine-2-ylidene)-3-((4-(1-(4-(trifluoromethoxy)phenyl)-1H-1,2,4-triazol-3-yl)benzyl)oxy)urea